1-(8-bromo-[1,2,4]triazolo[1,5-a]pyridin-5-yl)ethanone BrC=1C=2N(C(=CC1)C(C)=O)N=CN2